[(2R)-1-(6-aminopurin-9-yl)propan-2-yl]oxymethylphosphonic acid NC1=C2N=CN(C2=NC=N1)C[C@@H](C)OCP(O)(O)=O